ClC=1C(=NC=2CN(CCC2C1)CC1=NC2=C(N1C[C@H]1OCC1)C=C(C=C2)C(=O)O)OCC2=NC=C(C=C2)Cl (S)-2-((3-chloro-2-((5-chloropyridin-2-yl)methoxy)-5,8-dihydro-1,7-naphthyridin-7(6H)-yl)methyl)-1-(oxetan-2-ylmethyl)-1H-benzo[d]imidazole-6-carboxylic acid